2-methyl-2-propenoic acid-2,2,6,6-tetramethyl-4-piperidyl ester CC1(NC(CC(C1)OC(C(=C)C)=O)(C)C)C